FC1(CN(CCOC1)C=1C2=C(N=C(N1)OC[C@]13CCCN3C[C@@H](C1)F)C(=C(N=C2OC)C2=CC(=CC1=CC=C(C(=C21)C#C)F)O)F)F 4-(4-(6,6-difluoro-1,4-oxazepan-4-yl)-8-fluoro-2-(((2R,7aS)-2-fluorotetrahydro-1H-pyrrolizin-7a(5H)-yl)methoxy)-5-methoxypyrido[4,3-d]pyrimidin-7-yl)-5-ethynyl-6-fluoronaphthalen-2-ol